Furanopyrrole O1C=CC2=C1C=CN2